4-[5-(4-chlorophenyl)-1-[2-(trifluoromethyl)phenyl]pyrrol-2-yl]-N-(2-piperazin-1-ylethyl)benzamide ClC1=CC=C(C=C1)C1=CC=C(N1C1=C(C=CC=C1)C(F)(F)F)C1=CC=C(C(=O)NCCN2CCNCC2)C=C1